ClC=1C=C(C=CC1)NC1=NC2=CC(=CC=C2C=N1)C(=O)NS(=O)(=O)C 2-((3-chlorophenyl)amino)-N-(methylsulfonyl)quinazoline-7-carboxamide